tert-Butyl 4-bromo-3-chlorobenzyl(4-oxobutyl)carbamate BrC1=C(C=C(CN(C(OC(C)(C)C)=O)CCCC=O)C=C1)Cl